NC1=C(C(=C(C=C1)N=NC1=CC=CC=C1)C)C 4-amino-3,2-dimethylazobenzene